C1(=CC=CC=C1)S(=O)(=O)N1C(=CC=2C1=NC(=CC2NCC2=CC=CC=C2)N2C(=CC=1C(=CC=CC21)C#N)C)C 1-[1-(Benzenesulfonyl)-4-(benzylamino)-2-methyl-1H-pyrrolo[2,3-b]pyridin-6-yl]-2-methyl-1H-indole-4-carbonitrile